5-[2-[2-[Tert-butyl(dimethyl)silyl]oxyethyl]-5-fluoro-phenyl]-2-(trifluoromethyl)aniline [Si](C)(C)(C(C)(C)C)OCCC1=C(C=C(C=C1)F)C=1C=CC(=C(N)C1)C(F)(F)F